ClC1=NC=C(C(=O)N(CSC)C([2H])([2H])[2H])C(=C1)NC1=C(C(=CC=C1)C=1N=NN(N1)C)OC 6-chloro-4-((2-methoxy-3-(2-methyl-2H-tetrazol-5-yl)phenyl)amino)-N-(methyl-d3)-N-((methylthio)methyl)nicotinamide